2-(3-(4-methoxyphenyl)-6-oxopyridazin-1(6H)-yl)acetamide COC1=CC=C(C=C1)C1=NN(C(C=C1)=O)CC(=O)N